C(C1=CC=CC=C1)OCC1=NN(C(N1CC)=O)C=1C=C2C(=CN(C(C2=CC1F)=O)C=1C(=NNC1Cl)C)C(C)C 6-(3-((Benzyloxy)methyl)-4-ethyl-5-oxo-4,5-dihydro-1H-1,2,4-triazol-1-yl)-2-(5-chloro-3-methyl-1H-pyrazol-4-yl)-7-fluoro-4-isopropylisoquinolin-1(2H)-one